(S)-N-(3-chloro-4-cyclopropylphenyl)-N-methyl-3-(6-methyl-4-(trifluoromethyl)pyridin-2-yl)-2-oxooxazolidine-4-carboxamide ClC=1C=C(C=CC1C1CC1)N(C(=O)[C@H]1N(C(OC1)=O)C1=NC(=CC(=C1)C(F)(F)F)C)C